C(=O)(OC(C)(C)C)[C@H]1NCCC2=CC=C(C=C12)O Boc-7-hydroxy-(S)-1,2,3,4-tetrahydroisoquinoline